FC(C(C)NC(C)C(F)(F)F)(F)F di-(α-trifluoromethylethyl)amine